NNC(=N)N aminyl-guanidine